(2-(3-(3-(1-(2-chloro-4-fluorophenyl)cyclopropyl)-1,2,4-oxadiazol-5-yl)-5-(difluoromethyl)-1H-pyrazol-1-yl)acetyl)glycine ClC1=C(C=CC(=C1)F)C1(CC1)C1=NOC(=N1)C1=NN(C(=C1)C(F)F)CC(=O)NCC(=O)O